3-Bromo-2-[[(3R,5R)-1-methyl-5-[4-[2-(4-piperidyl)ethoxy]phenyl]-3-piperidyl]amino]pyrido[1,2-a]pyrimidin-4-one BrC1=C(N=C2N(C1=O)C=CC=C2)N[C@H]2CN(C[C@H](C2)C2=CC=C(C=C2)OCCC2CCNCC2)C